CN1N=C2[C@@H](N(CCC2=C1C1=CC(=NN1C)C(F)(F)F)C(=O)C=1C=C2C(=CC(=NC2=CC1)C)OC)C (S)-(2,7-dimethyl-3-(1-methyl-3-(trifluoromethyl)-1H-pyrazol-5-yl)-2,4,5,7-tetrahydro-6H-pyrazolo[3,4-c]Pyridin-6-yl)(4-methoxy-2-methylquinolin-6-yl)methanone